FC1(CCC(CC1)=O)F 4,4-difluoro-cyclohexan-1-one